FC=1C=CC(=C(C1)C1=NC2=C(N1)C=C(C=C2)C=2C=C1C(N(C=NC1=CC2)CCN2CCOCC2)=O)O 6-(2-(5-Fluoro-2-hydroxyphenyl)-1H-benzo[d]imidazol-6-yl)-3-(2-morpholinoethyl)quinazolin-4(3H)-one